COC=1C(=C2C=CN(C2=C(C1)C)C(=O)OC(C)(C)C)CN1C(C2N(CC1)C(CC2)=O)C2=CC=C(C=C2)C(=O)OC tert-Butyl 5-methoxy-4-((1-(4-(methoxycarbonyl)phenyl)-6-oxohexahydropyrrolo[1,2-a]pyrazin-2(1H)-yl)methyl)-7-methyl-1H-indole-1-carboxylate